C1(CCCCC1)N1C[C@@H]([C@H](CC1)NC(=O)C1=NOC(=C1)C1=C(C=C(C=C1)F)F)C(=O)O (3S,4S)-1-cyclohexyl-4-{[5-(2,4-difluoro-phenyl)-isoxazole-3-carbonyl]-amino}-piperidine-3-carboxylic acid